3-[3-[1-[4-[(3R,5R)-5-[(5-bromo-1-methyl-6-oxo-pyridazin-4-yl)amino]-1-methyl-3-piperidyl]benzoyl]azetidin-3-yl]phenyl]piperidine-2,6-dione BrC1=C(C=NN(C1=O)C)N[C@@H]1C[C@@H](CN(C1)C)C1=CC=C(C(=O)N2CC(C2)C=2C=C(C=CC2)C2C(NC(CC2)=O)=O)C=C1